2-chloro-4-((3-(4-(cyanomethoxy)-2,3-difluorophenyl)imidazo[1,2-a]pyrazin-8-yl)amino)-N-methyl-N-(2-(piperazin-1-yl)ethyl)benzamide ClC1=C(C(=O)N(CCN2CCNCC2)C)C=CC(=C1)NC=1C=2N(C=CN1)C(=CN2)C2=C(C(=C(C=C2)OCC#N)F)F